FC=1C=C2C(=NN(C2=CC1F)C)C1=CC=C2C(=N1)C(N(C2=O)CC2=CC=C(C=C2)OC)C 2-(5,6-difluoro-1-methylindazol-3-yl)-6-[(4-methoxyphenyl)methyl]-7-methyl-7H-pyrrolo[3,4-b]pyridin-5-one